isochromen-1-one Esylate S(=O)(=O)(O)CC.C1(OC=CC2=CC=CC=C12)=O